CC1(OB(OC1(C)C)C1=CC=C(OC(CCC=C)C=2C=NC=CC2)C=C1)C 3-(1-(4-(4,4,5,5-tetramethyl-1,3,2-dioxaborolan-2-yl)phenoxy)pent-4-en-1-yl)pyridine